tert-Butyl 7-[3-[(1-tert-butoxycarbonyl-3-piperidyl)oxycarbonylamino]-8-chloro-7-fluoro-6-isoquinolyl]-8-methyl-2,3-dihydropyrido[2,3-b][1,4]oxazine-1-carboxylate C(C)(C)(C)OC(=O)N1CC(CCC1)OC(=O)NC=1N=CC2=C(C(=C(C=C2C1)C1=C(C2=C(OCCN2C(=O)OC(C)(C)C)N=C1)C)F)Cl